OCC1=CC(=C(C=CC2=C(C=C(C(=C2)OCCCCCCCC)C=CC2=C(C=C(C(=C2)OCCCCCCCC)CO)OCCCCCCCC)OCCCCCCCC)C=C1OCCCCCCCC)OCCCCCCCC 1,4-bis(4-hydroxymethyl-2,5-dioctyloxystyryl)-2,5-dioctyloxybenzene